N[C@@H](COC1=NC(=NC(=C1)C1=C(C=CC=C1C)C)NS(=O)(=O)C=1C=C(C(=O)O)C=CC1)COC1CCC1 3-[[4-[(2R)-2-Amino-3-(cyclobutoxy)propoxy]-6-(2,6-dimethylphenyl)pyrimidin-2-yl]sulfamoyl]benzoic acid